3-(2-amino-6-(1-(4-isopropylbenzyl)-2-oxo-1,2-dihydropyridin-4-yl)pyrimidin-4-yl)-2-methylbenzonitrile NC1=NC(=CC(=N1)C=1C(=C(C#N)C=CC1)C)C1=CC(N(C=C1)CC1=CC=C(C=C1)C(C)C)=O